(S)-N-(4-Cyano-3-(trifluoromethyl)phenyl)-3-(5-(4-fluorophenyl)-1H-1,2,3-triazol-1-yl)-2-hydroxy-2-methylpropanamide C(#N)C1=C(C=C(C=C1)NC([C@@](CN1N=NC=C1C1=CC=C(C=C1)F)(C)O)=O)C(F)(F)F